FC=1C=C(C=C(C1)F)C1CC=NN1C(=O)C12CC(C1)(C2)CN2N=C(N=C2C)CC#N 2-(1-((3-(5-(3,5-difluoro-phenyl)-4,5-dihydro-1H-pyrazole-1-carbonyl)bicyclo-[1.1.1]pentan-1-yl)methyl)-5-methyl-1H-1,2,4-triazol-3-yl)acetonitrile